6-Amino-3-(4'-chloro-3-methyl-3-(3-methyl-1,2,4-oxadiazol-5-yl)-1',2'-dihydrospiro[cyclopentane-1,3'-pyrrolo[2,3-b]pyridin]-5'-yl)-2-fluoro-N,N-dimethylbenzamide NC1=CC=C(C(=C1C(=O)N(C)C)F)C=1C(=C2C(=NC1)NCC21CC(CC1)(C1=NC(=NO1)C)C)Cl